methyl (S)-2-cyclopropyl-7-methyl-3-(2-morpholinoethyl)-3,7,8,9-tetrahydro-6H-imidazo[4,5-f]quinoline-6-carboxylate C1(CC1)C=1N(C=2C(=C3CC[C@@H](N(C3=CC2)C(=O)OC)C)N1)CCN1CCOCC1